CN1N=C(C=C1C(=O)[O-])C(NC1=CC(=NC=C1NC)C(F)(F)F)=O 1-methyl-3-((5-(methylamino)-2-(trifluoromethyl)pyridin-4-yl)carbamoyl)-1H-pyrazole-5-carboxylate